nitroplatinum ammonium [NH4+].[N+](=O)([O-])[Pt+]